tert-butyl (4,4-difluorocyclohexyl)(5-hydroxypentyl)carbamate FC1(CCC(CC1)N(C(OC(C)(C)C)=O)CCCCCO)F